ClC1=CC(=C(C(=O)N)C=C1)[N+](=O)[O-] 4-chloro-nitrobenzamide